tert-butyl (R)-(2-methyl-1-(1H-pyrazol-3-yl)propyl)carbamate CC([C@H](C1=NNC=C1)NC(OC(C)(C)C)=O)C